C(CC)[Mn]C1C=CC=C1 propylcyclopentadienyl-manganese